[Cl-].C(C)(C)C1=C(OC(=O)OC[N+]2=CC(=CC=C2)C(NC)=O)C(=CC=C1)C(C)C 1-((((2,6-diisopropylphenoxy)carbonyl)oxy)methyl)-3-(methylcarbamoyl)pyridin-1-ium chloride